FC1=CC=C(C=C1)C=1C(C(=CN(C1C)C(C)C)C(=O)NC1=CC(=C(C=C1)OC1=CC=NC2=CC(=CN=C12)C(F)(F)F)F)=O 5-(4-fluorophenyl)-N-[3-fluoro-4-[[7-(trifluoromethyl)-1,5-naphthyridin-4-yl]oxy]phenyl]-6-methyl-4-oxo-1-propan-2-ylpyridine-3-carboxamide